[Cl-].[Si]([O-])(O)(O)O.[Ca+2] calcium silicate, chloride salt